[N+](=O)([O-])C=1C2=C(C(NC1)=O)C=CS2 7-nitro-4,5-dihydrothieno[3,2-c]pyridin-4-one